p-thienyl-benzonitrile S1C(=CC=C1)C1=CC=C(C#N)C=C1